OCCN1CCN(CC1)CCS(=O)(=O)O hydroxyethylpiperazine-N'-ethanesulfonic acid